FC=1C=C2C=3C(=NNC(C3C1)=O)[C@H]([C@@H](N2)C2=CC=C(C=C2)F)N2C(NC(C2=O)(C)C)=O (8S,9S)-5-fluoro-8-(4-fluorophenyl)-9-(5,5-dimethyl-2,4-imidazolinedione-3-yl)-8,9-dihydro-2H-pyrido[4,3,2-de]phthalazin-3(7H)-one